C1(CC1)N1N=CC(=C1)C=1C=C(C=CC1)N(C(=O)[C@@H]1CC[C@H](CC1)NC(OCCO)=O)C[C@@H]1CC[C@H](CC1)C1=CC(=C(C=C1)OC)C 2-Hydroxyethyl (trans-4-((3-(1-cyclopropyl-1H-pyrazol-4-yl)phenyl)((trans-4-(4-methoxy-3-methylphenyl)cyclohexyl)methyl)carbamoyl)-cyclohexyl)carbamate